N-[(1S)-1-[[2-chloro-5-(1-isopropyl-6-oxo-3-pyridyl)phenyl]methyl]-2-[4-(4-methyl-1,2,4-triazol-3-yl)anilino]-2-oxo-ethyl]-1-hydroxy-cyclopropanecarboxamide ClC1=C(C=C(C=C1)C1=CN(C(C=C1)=O)C(C)C)C[C@@H](C(=O)NC1=CC=C(C=C1)C1=NN=CN1C)NC(=O)C1(CC1)O